ClC1=C(OC2=CC(=C(C(=C2)C)N2C(C=CC2=O)=O)C)C=CC(=C1)C(F)(F)F 1-(4-(2-chloro-4-(trifluoromethyl)phenoxy)-2,6-dimethylphenyl)-1H-pyrrole-2,5-dione